5-{[(2S,5R)-4-ethyl-2,5-dimethylpiperazin-1-yl]Carbonyl}-N-(5-fluoro-2,6-dimethylpyrimidin-4-yl)-6,6-dimethyl-1,4,5,6-tetrahydropyrrolo[3,4-c]Pyrazol-3-amine C(C)N1C[C@@H](N(C[C@H]1C)C(=O)N1C(C=2NN=C(C2C1)NC1=NC(=NC(=C1F)C)C)(C)C)C